(6S,7S)-7-((difluoromethyl)sulphonamido)-6-((2,3',5-trifluoro-[1,1'-biphenyl]-3-yl)methyl)-5-azaspiro[2.4]heptane-5-carboxylic acid tert-butyl ester C(C)(C)(C)OC(=O)N1CC2(CC2)[C@@H]([C@@H]1CC=1C(=C(C=C(C1)F)C1=CC(=CC=C1)F)F)NS(=O)(=O)C(F)F